ClC=1C(=C(C=CC1)C1=CC(=CC=C1)C1=NC(=NC2=CC=CC=C12)C1=CC=CC=C1)C1=NC(=NC(=N1)C1=CC=CC=C1)C1=CC=CC=C1 4-(3'-chloro-2'-(4,6-diphenyl-1,3,5-triazin-2-yl)-[1,1'-biphenyl]-3-yl)-2-phenylquinazoline